N-((1-(4-(cyanomethyl)piperidin-1-yl)-1,6-dihydroimidazo[4,5-d]pyrrolo[2,3-b]pyridin-2-yl)methyl)methanesulfonamide ethyl-4-[4-[(4-piperidin-4-yloxyphenyl)methoxy]phenyl]benzoate C(C)OC(C1=CC=C(C=C1)C1=CC=C(C=C1)OCC1=CC=C(C=C1)OC1CCNCC1)=O.C(#N)CC1CCN(CC1)N1C(=NC=2C1=C1C(=NC2)NC=C1)CNS(=O)(=O)C